[Ti].C(CC(=O)C)(=O)OOC(C)C.C(CC(=O)C)(=O)OOC(C)C bis(isopropoxy) bis(acetoacetate) titanium